FC(COC1=C(C=C(C=C1F)F)C(C)=NO)F 1-(2-(2,2-difluoroethoxy)-3,5-difluorophenyl)ethan-1-one oxime